C1(=CC=CC=C1)OC(NC1=CC=C(C=C1)C=1OC=NN1)=O [4-(1,3,4-oxadiazol-2-yl)phenyl]carbamic acid phenyl ester